1,3-bis{2-(methyldiethoxysilyl)ethyl}-1,1,3,3-tetramethyldisiloxane C[Si](CC[Si](O[Si](C)(C)CC[Si](OCC)(OCC)C)(C)C)(OCC)OCC